C1(CC1)C1=C(C(=CC(=C1)F)C(C)C)CC(=O)N[S@](=O)(=N)C1=CC=C(C=C1)CN(C)C |o1:17| (R)- or (S)-2-(2-cyclopropyl-4-fluoro-6-isopropylphenyl)-N-(4-((dimethylamino)methyl)phenyl-sulfonimidoyl)acetamide